(S)-5-(piperidin-2-yl)-3-(2-(pyridin-4-yl)ethyl)-1,2,4-oxadiazole N1[C@@H](CCCC1)C1=NC(=NO1)CCC1=CC=NC=C1